cis-ethyl 5-cyano-2-(pyridin-2-yl)pyrrolidine-3-carboxylate C(#N)C1CC(C(N1)C1=NC=CC=C1)C(=O)OCC